3-(2-((2-(((9H-fluoren-9-yl)methoxy)carbonyl)-1,2-dimethylhydrazino)methyl)-1H-indol-1-yl)propionic acid C1=CC=CC=2C3=CC=CC=C3C(C12)COC(=O)N(N(C)CC=1N(C2=CC=CC=C2C1)CCC(=O)O)C